ClC1=CC=C(C=C1)[SiH](C1=CC=C(C=C1)Cl)C1=CC=C(C=C1)Cl tri(p-chlorophenyl)silane